6-(6-azaspiro[3.4]oct-6-yl-methyl)-2-[[4-(5-pyrrolid-1-yl-3-pyridyl)triazol-1-yl]methyl]imidazo[1,2-a]pyridine C1CCC12CN(CC2)CC=2C=CC=1N(C2)C=C(N1)CN1N=NC(=C1)C=1C=NC=C(C1)N1CCCC1